C(#N)C=1C=C(C(=O)NC2=CC=C(C=C2)O)C=C(C1)O 3-cyano-5-hydroxy-N-(4-hydroxyphenyl)benzamide